tert-butyl 5-((3-acetamido-4-fluorophenyl) sulfonyl)-3,4,5,6-tetrahydropyrrolo[3,4-c]pyrrole-2(1H)-carboxylate C(C)(=O)NC=1C=C(C=CC1F)S(=O)(=O)N1CC2=C(C1)CN(C2)C(=O)OC(C)(C)C